C(C)(C)(C)OC(=O)N1[C@@H](CC(CC1)=O)C1=CC(=CC(=C1)F)F.Cl.FC(C(=O)N)(F)F 2,2,2-trifluoroacetamide hydrochloride tert-Butyl-(S)-2-(3,5-difluorophenyl)-4-oxopiperidine-1-carboxylate